(1-(2-(2-aminoethyl)thiazol-4-yl)cyclopropyl)methanol lead-selenium-silver [Ag].[Se].[Pb].NCCC=1SC=C(N1)C1(CC1)CO